C(CCCCCCC)C1C2C3C4C=CC(C3C(C1)C2)C4 2-octyl-1,2,3,4,4a,5,8,8a-octahydro-1,4:5,8-dimethanonaphthalene